Cl.FC1=C(C=CC=C1)[C@@H](O)[C@@H]1N[C@@H](CC1)CC1CCC(CC1)OC (R)-(2-Fluorophenyl)((2R,5S)-5-(((1r,4S)-4-methoxycyclohexyl)methyl)pyrrolidin-2-yl)methanol hydrochloride